C(C)OC(CC(C1(CNC1)F)C1=CC(=C(C=C1)OC)F)=O 3-(3-fluoro-4-methoxyphenyl)-3-(3-fluoroazetidin-3-yl)propionic acid ethyl ester